FC=1C=C2CNCC2=CC1 5-fluoroisoindolin